benzyl 4-[[1-[4-[[2-(2,6-dioxo-3-piperidyl)-1,3-dioxo-isoindolin-4-yl]amino]butyl]-4-piperidyl]methyl]piperazine-1-carboxylate O=C1NC(CCC1N1C(C2=CC=CC(=C2C1=O)NCCCCN1CCC(CC1)CN1CCN(CC1)C(=O)OCC1=CC=CC=C1)=O)=O